(5R)-5-[(1Z)-1Z-decen-1-yl]dihydro-2(3H)-furanone C(=C/CCCCCCCC)/[C@H]1CCC(O1)=O